4-Methoxy-1-butanamin COCCCCN